(S)-(5-oxopyrrolidin-2-yl)methyl ((3'-chloro-2'-(2-chloro-3-(5-(((2-hydroxyethyl) amino)methyl)picolinamido)phenyl)-6-methoxy-[2,4'-bipyridin]-5-yl)methyl)carbamate ClC=1C(=NC=CC1C1=NC(=C(C=C1)CNC(OC[C@H]1NC(CC1)=O)=O)OC)C1=C(C(=CC=C1)NC(C1=NC=C(C=C1)CNCCO)=O)Cl